C(C)(C)(C)[Si](C)(C)OC[C@H]1COC2=C(O1)C(=CC(=C2)[N+](=O)[O-])F (R)-tert-butyl-((8-fluoro-6-nitro-2,3-dihydrobenzo[b][1,4]dioxin-2-yl)methoxy)dimethylsilane